ClC(=S)Cl chlorothiocarbonyl chloride